C(#N)C1=CC=C(C=C1)C1=CC(=NN1)NC(=O)C1CC1 N-(5-(4-cyanophenyl)-1H-pyrazol-3-yl)cyclopropane-carboxamide